p-amino-4,4'-bis(4-aminophenoxy)biphenyl NC1(CC=C(C=C1)C1=CC=C(C=C1)OC1=CC=C(C=C1)N)OC1=CC=C(C=C1)N